((5-iodo-1-(tetrahydro-2H-pyran-2-yl)-1H-pyrazol-3-yl)methyl)-2-(trifluoromethoxy)benzamide IC1=CC(=NN1C1OCCCC1)CC=1C(=C(C(=O)N)C=CC1)OC(F)(F)F